CC(C(=O)NC1=CC=C(C=N1)C=1C=NC=C(C1)C)CC(=O)N1C=2N(CCC1)N=C(C2)C 2-methyl-4-(2-methyl-6,7-dihydropyrazolo[1,5-a]pyrimidin-4(5H)-yl)-N-(5'-methyl-[3,3'-bipyridin]-6-yl)-4-oxobutanamide